2,2'-azobis(2-methylpropanimidamide) dihydrochloride Cl.Cl.N(=NC(C(N)=N)(C)C)C(C(N)=N)(C)C